(S)-2-(2-(2-Bromo-4-(trifluoromethoxy)phenoxy)acetyl)-8-(3-(difluoromethyl)phenyl)-1,3,4,12a-tetrahydrobenzo[e]pyrazino[1,2-a][1,4]diazepine-6,12(2H,11H)-dione BrC1=C(OCC(=O)N2C[C@@H]3N(C(C4=C(NC3=O)C=CC(=C4)C4=CC(=CC=C4)C(F)F)=O)CC2)C=CC(=C1)OC(F)(F)F